4,4'-bis(aminophenoxy)benzophenone NC1=C(OC2=CC=C(C(=O)C3=CC=C(C=C3)OC3=C(C=CC=C3)N)C=C2)C=CC=C1